C(C=C)(=O)OCC1=CC=CC=2C3=CC=CC=C3NC12 acryloxymethylcarbazole